C(C1=CC=CC=C1)OC1CCN(CC1)C=1C=CC(=NC1)C(=O)NC1C(NC(CC1)=O)=O 5-[4-(benzyloxy)piperidin-1-yl]-N-(2,6-dioxopiperidin-3-yl)pyridine-2-carboxamide